(S)-(-)-ALPHA-METHYLBENZYL ISOCYANIDE C[C@@H](C1=CC=CC=C1)[N+]#[C-]